2,2-difluoroethan-1-one FC(C=O)F